Cl.Cl.CN(CCNN)C 2-(dimethylamino)ethylhydrazine dihydrochloride